tert-butyl (2S)-2-{6-[1-(tert-butoxycarbonyl)-3-methyl-1H-pyrazol-4-yl]-4-oxo-3,4-dihydrothieno[3,2-d]pyrimidin-2-yl}piperidine-1-carboxylate C(C)(C)(C)OC(=O)N1N=C(C(=C1)C1=CC=2N=C(NC(C2S1)=O)[C@H]1N(CCCC1)C(=O)OC(C)(C)C)C